ClC1=NC=C(C(=N1)N1CC(CCC1)C1=NC=CC=C1)Cl 2,5-dichloro-4-(3-(pyridin-2-yl)piperidin-1-yl)pyrimidine